(±)-(2-methoxy-1-(2-(2,2,2-trifluoroethoxy)pyridin-4-yl)ethyl)carbamic acid tert-butyl ester C(C)(C)(C)OC(N[C@@H](COC)C1=CC(=NC=C1)OCC(F)(F)F)=O |r|